(S)-2-(3-chloro-5-vinylphenyl)propionitrile ClC=1C=C(C=C(C1)C=C)[C@@H](C#N)C